ClC1=NC(=CC(=C1)NC(=O)C1=C(N(C(=C1C)C(C(N[C@@H](C(F)(F)F)C)=O)=O)C)C)Cl (R)-N-(2,6-dichloropyridin-4-yl)-1,2,4-trimethyl-5-(2-oxo-2-((1,1,1-trifluoropropan-2-yl)amino)acetyl)-1H-pyrrole-3-carboxamide